2-[(5-bromo-1-methyl-pyrazol-3-yl)amino]-N-(3-hydroxy-2,6-dimethyl-phenyl)thiazole-5-carboxamide BrC1=CC(=NN1C)NC=1SC(=CN1)C(=O)NC1=C(C(=CC=C1C)O)C